3-[6-Chloro-3-[[(1R)-1-[2-(3,6-difluoro-2-pyridyl)-3,6-dimethyl-4-oxo-chromen-8-yl]ethyl]amino]-2-pyridyl]-4H-1,2,4-oxadiazol-5-one ClC1=CC=C(C(=N1)C1=NOC(N1)=O)N[C@H](C)C=1C=C(C=C2C(C(=C(OC12)C1=NC(=CC=C1F)F)C)=O)C